3-adamantanediacrylate C12(CC3(CC(CC(C1)C3)C2)C=CC(=O)[O-])C=CC(=O)[O-]